tert-Butyl 6-(azidomethyl)-3,4-dihydroisoquinoline-2(1H)-carboxylate N(=[N+]=[N-])CC=1C=C2CCN(CC2=CC1)C(=O)OC(C)(C)C